(R)-2-(4-(6-(6-(2-(3-fluorophenyl)pyrrolidin-1-yl)imidazo[1,2-b]pyridazin-3-yl)pyridin-2-yl)piperazin-1-yl)acetaldehyde FC=1C=C(C=CC1)[C@@H]1N(CCC1)C=1C=CC=2N(N1)C(=CN2)C2=CC=CC(=N2)N2CCN(CC2)CC=O